2-[[4-[5-ethyl-2-(2H-tetrazol-5-yl)-phenyl]piperazin-1-yl]methyl]-1,3-benzothiazole C(C)C=1C=CC(=C(C1)N1CCN(CC1)CC=1SC2=C(N1)C=CC=C2)C=2N=NNN2